((2-(difluoromethyl)phenoxy)methyl)benzoic acid FC(C1=C(OCC2=C(C(=O)O)C=CC=C2)C=CC=C1)F